CC(C)N1C2CNC(C1)C2 5-(propan-2-yl)-2,5-Diazabicyclo[2.2.1]Heptane